(S)-2-((1-(4-nitrophenyl)ethyl)amino)ethan-1-ol [N+](=O)([O-])C1=CC=C(C=C1)[C@H](C)NCCO